C(C1=CC=CC=C1)NNC(=O)OC(C)(C)C tert-butyl 2-benzylhydrazine-1-carboxylate